4-[2-ethoxyethyl-[4-(5,6,7,8-tetrahydro-1,8-naphthyridin-2-yl)butyl]amino]-2-[[ethyl(isopropyl)carbamoyl]amino]butanoic acid C(C)OCCN(CCC(C(=O)O)NC(N(C(C)C)CC)=O)CCCCC1=NC=2NCCCC2C=C1